C(CC(O)(C(=O)[O-])CC(=O)[O-])(=O)[O-].[Ca+2].[Ca+2] di-calcium citrate